morpholineethanesulfonic acid monohydrate O.N1(CCOCC1)CCS(=O)(=O)O